C(C)(C)(C)C1=CC=C(C=C1)NC1=C(C(=CC(=C1)F)N)C N1-(4-(tert-butyl)phenyl)-5-fluoro-2-methylbenzene-1,3-diamine